NC=1N=CC2=C(N1)C1(C(N(C2)C=2C=C(C=CC2C)NC(C2=NC(=CC=C2)C(F)(F)F)=O)=O)CC1 N-(3-(2'-Amino-7'-oxo-5'H-spiro[cyclopropane-1,8'-pyrido[4,3-d]pyrimidine]-6'(7'H)-yl)-4-methylphenyl)-6-(trifluoromethyl)picolinamide